FC1=CC=C(CCN2CC(C=3C2=NC=C(N3)C(=O)N3C(CN(CC3)C3=CC=C(C=N3)CC(=O)O)(C)C)(C)C)C=C1 2-(6-(4-(5-(4-fluorophenethyl)-7,7-dimethyl-6,7-dihydro-5H-pyrrolo[2,3-b]pyrazine-2-carbonyl)-3,3-dimethylpiperazin-1-yl)pyridin-3-yl)acetic acid